N-(3-(2'-fluoro-[1,1'-biphenyl]-4-yl)propyl)-2-(4-(trifluoromethoxy)phenyl)acetamide FC1=C(C=CC=C1)C1=CC=C(C=C1)CCCNC(CC1=CC=C(C=C1)OC(F)(F)F)=O